hydroquinonedimethanol C=1(O)C(=C(C(O)=CC1)CO)CO